C(C)(C)(C)OC(=O)N1[C@H](C[C@H](C1)OC)C(NC1=C(C=CC(=C1)C(CCC1CC1)Br)F)=O (2r,4r)-2-(5-(1-bromo-3-cyclopropyl-propyl)-2-fluorophenylcarbamoyl)-4-methoxypyrrolidine-1-carboxylic acid tert-butyl ester